8-methyl-1,3-diphenyl-5-piperidino-1,2,3,4,7,8-hexahydropyrido[2,3-d]pyrimidine-2,4,7-trione CN1C(C=C(C2=C1N(C(N(C2=O)C2=CC=CC=C2)=O)C2=CC=CC=C2)N2CCCCC2)=O